C(CCCCCCCCCCC)C1=C(C=C(O)C=C1)O 4-dodecyl-resorcinol